C(C)(C)(C)OC(NC1=CC=NC2=CC=C(N=C12)C1=CC(=CC=C1)Br)=O (6-(3-bromophenyl)-1,5-naphthyridin-4-yl)carbamic acid tert-butyl ester